[N+](=O)([O-])C=1C=C(C=CC1)C 3-nitro-1-methylbenzene